CN1C(N(C2=C1C=CC(=C2)C=2C=CC=C1C(=C(N=CC21)C=2C=CC(=NC2)C(=O)OC)C)C)=O methyl 5-(8-(1,3-dimethyl-2-oxo-2,3-dihydro-1H-benzo[d]imidazol-5-yl)-4-methylisoquinolin-3-yl)picolinate